2-fluoro-N-(6-(4-(hydroxymethyl)-1H-pyrazol-3-yl)imidazo[1,2-a]pyridin-2-yl)cyclopropane-1-carboxamide FC1C(C1)C(=O)NC=1N=C2N(C=C(C=C2)C2=NNC=C2CO)C1